tert-butyl 4-[2-[[5-[[(3-ethyl-5-phenyl-pyrazolo[1,5-a]pyrimidin-7-yl)amino]methyl]-2-pyridyl]oxy]ethyl]piperazine-1-carboxylate C(C)C=1C=NN2C1N=C(C=C2NCC=2C=CC(=NC2)OCCN2CCN(CC2)C(=O)OC(C)(C)C)C2=CC=CC=C2